CO[Si](CCCC(C(=O)O)CC(=O)NC(C)(C)C)(OC)OC 2-(3-trimethoxysilylpropyl)-4-(N-tert-butyl)amino-4-oxobutanoic acid